[Mo+3]=[Te] molybdenum (V) telluride